FC(CCSC1=NC=C(C=N1)C(=O)NCC1=CC=C(C=C1)F)(C1=CC=C(C=C1)F)F [[3,3-Difluoro-3-(4-fluorophenyl)-propyl]sulfanyl]-N-[(4-fluorophenyl)-methyl]-pyrimidine-5-carboxylic acid amide